FC(C1=CC=C(C=C1)C(CCC=C(C)C)=O)(F)F 1-(4-trifluoromethylphenyl)-5-methyl-4-hexen-1-one